(S)-4-((5-(5-fluoro-6-hydroxypyridin-2-yl)-1,3,4-thiadiazol-2-yl)methyl)-6-(2,2,2-trifluoro-1-phenylethyl)-4,6-diazaspiro[2.4]heptane-5,7-dione FC=1C=CC(=NC1O)C1=NN=C(S1)CN1C2(CC2)C(N(C1=O)[C@H](C(F)(F)F)C1=CC=CC=C1)=O